N1=CC(=CC2=CC=CN=C12)N naphthyridin-3-amine